O1C(=NC2=C1C=CC=C2)C=2N=C(N(C(C2O)=O)C)N2[C@H](C1=CC(=CC=C1CC2)C(=O)NC)C2=CC=CC=C2 (1S)-2-[4-(1,3-benzoxazol-2-yl)-5-hydroxy-1-methyl-6-oxopyrimidin-2-yl]-N-methyl-1-phenyl-3,4-dihydro-1H-isoquinoline-7-carboxamide